ClC1=NC=CC(=N1)N(C)C1=NNC(=C1)C1CC1 2-Chloro-N-(5-cyclopropyl-1H-pyrazol-3-yl)-N-methyl-pyrimidin-4-amine